(E)-1-(but-2-en-2-yl)-4-methyl-2-nitrobenzene C/C(=C\C)/C1=C(C=C(C=C1)C)[N+](=O)[O-]